C1(CCCCC1)[C@H]1[C@H](C2=CC=C(C=C2CC1)O)C1=CC(=C(C(=C1)F)N1CCC(CC1)CN1CCN(CC1)C=1C=C2CN(C(C2=CC1)=O)[C@H]1C(NC(CC1)=O)=O)F (R)-3-(5-(4-((1-(4-((1S,2S)-2-cyclohexyl-6-hydroxy-1,2,3,4-tetrahydronaphthalen-1-yl)-2,6-difluorophenyl)piperidin-4-yl)methyl)piperazin-1-yl)-1-oxoisoindolin-2-yl)piperidine-2,6-dione